2-amino-4-(2-(4-(5-(difluoromethyl)-1,3,4-oxadiazol-2-yl)benzyl)-2H-tetrazol-5-yl)phenol NC1=C(C=CC(=C1)C=1N=NN(N1)CC1=CC=C(C=C1)C=1OC(=NN1)C(F)F)O